NC1=NC2=CC(=CC=C2C=C1Cl)CC[C@@]12[C@H]([C@H]([C@@H]([C@H]2C1)N1C=CC2=C1N=CN=C2N)O)O (1R,2R,3S,4R,5S)-1-(2-(2-amino-3-chloroquinolin-7-yl)ethyl)-4-(4-amino-7H-pyrrolo[2,3-d]pyrimidin-7-yl)bicyclo[3.1.0]hexane-2,3-diol